ClC1=C(CNC(=O)[C@]2(C=3C=CC=NC3C(CC2)=C)F)C=CC=C1C(F)(F)F (S)-N-(2-chloro-3-(trifluoro-methyl)benzyl)-5-fluoro-8-methylene-5,6,7,8-tetrahydroquinoline-5-carboxamide